(S)-2-(((S)-2-(6-(2,5-dimethyl-1H-pyrrol-1-yl)pyridin-3-yl)-2-hydroxyethyl)amino)propan-1-ol CC=1N(C(=CC1)C)C1=CC=C(C=N1)[C@@H](CN[C@H](CO)C)O